3-bromo-1-(2,6-dimethylphenyl)-6-methyl-4-[(2,4,6-trifluorobenzyl)oxy]pyridin-2(1H)-one BrC=1C(N(C(=CC1OCC1=C(C=C(C=C1F)F)F)C)C1=C(C=CC=C1C)C)=O